ClC1=C(C=C(C(=C1)F)N1C(N(C(=CC1=O)C(F)(F)F)C)=O)C1=NOC2(C1CCC2)C(=O)OC Methyl 3-{2-chloro-4-fluoro-5-[3-methyl-2,6-dioxo-4-(trifluoromethyl)-3,6-dihydropyrimidin-1(2H)-yl]phenyl}-3a,4,5,6-tetrahydro-6aH-cyclopenta[d][1,2]oxazole-6a-carboxylate